C(C1=CC=CC=C1)C(C(=O)O)CC(CC(F)(F)F)N=[N+]=[N-].N(=[N+]=[N-])C(CCC(=O)OCC1=CC=CC=C1)CC(CF)(CF)CF benzyl 4-azido-6,6,6-trifluoromethylhexanoate (benzyl 4-azido-6,6,6-trifluorohexanoate)